FC=1C=C2C(CC3(N(C2=CC1)C)CCN(CC3)C(=O)NCC3=CC(=C(C=C3)F)OCCO)=O 6'-fluoro-N-(4-fluoro-3-(2-hydroxyethoxy)benzyl)-1'-methyl-4'-oxo-3',4'-dihydro-1'h-spiro[piperidine-4,2'-quinoline]-1-carboxamide